6-(7-((4-fluoro-3-hydroxy-1-piperidinyl)carbonyl)-2-quinoxalinyl)-2-methyl-1(2H)-isoquinolinone FC1C(CN(CC1)C(=O)C1=CC=C2N=CC(=NC2=C1)C=1C=C2C=CN(C(C2=CC1)=O)C)O